ClC1=C(C(=CC=C1)F)N1C=2N(C3=C(C1=O)C=NC(=N3)NC=3C=C1CC(CC1=CC3)NC3CC3)C=CN2 6-(2-chloro-6-fluorophenyl)-2-{[2-(cyclopropylamino)-2,3-dihydro-1H-inden-5-yl]amino}imidazo[1,2-a]pyrimido[5,4-e]pyrimidin-5(6H)-one